BrCC1=CC(=C(C(=C1C(=O)OC)F)OC)Cl methyl 6-bromomethyl-4-chloro-2-fluoro-3-methoxybenzoate